6-[2-[[4-[5-(difluoromethyl)-1,3,4-oxadiazol-2-yl]-2,6-difluorophenyl]methyl]tetrazol-5-yl]isoquinolin-1-amine FC(C1=NN=C(O1)C1=CC(=C(C(=C1)F)CN1N=C(N=N1)C=1C=C2C=CN=C(C2=CC1)N)F)F